[Cl-].Cl[Si](C)(C)C[N+]1=CC=C(C=C1)C 1-{(chlorodimethylsilyl)methyl}-4-methylpyridinium chloride